C1(=CC=CC=C1)[C@@H](C)OCC(=O)N1CC2CCC(C1)N2C2=NC=C(C#N)C=C2 6-(3-(2-((R)-1-phenylethoxy)acetyl)-3,8-diazabicyclo[3.2.1]octan-8-yl)nicotinonitrile